7-(3-(4-(6-fluorobenzo[d]isoxazol-3-yl)piperidin-1-yl)propoxy)-5,6-dihydro-1H-pyrrolo[3,2,1-ij]quinolin-4(2H)-one FC1=CC2=C(C(=NO2)C2CCN(CC2)CCCOC2=C3CCC(N4C3=C(C=C2)CC4)=O)C=C1